[N+](=O)([O-])C1=CC=C(OCC=2C=NNC2)C=C1 4-((4-nitrophenoxy)methyl)-1H-pyrazole